FC(C1=CC(=CC=2NC(=NC21)N)C(F)(F)F)(F)F 4,6-bis(trifluoromethyl)-1H-benzo[d]imidazol-2-amine